styrene-amine C(=CC1=CC=CC=C1)N